N-(3-chloro-2-methylphenyl)-2-(methoxymethyl)-6-({[2-(trifluoromethyl)phenyl]carbonyl}amino)-1H-benzimidazole-4-carboxamide sulphate S(=O)(=O)(O)O.ClC=1C(=C(C=CC1)NC(=O)C1=CC(=CC=2NC(=NC21)COC)NC(=O)C2=C(C=CC=C2)C(F)(F)F)C